FC1(C=C(C=CC1(C(=O)O)C(=O)O)C1=CC=CC=C1)F 3,3-difluoro-[1,1-biphenyl]-4,4-dicarboxylic acid